N2-(2-Ethoxy-6-methyl-5,6,7,8-tetrahydro-1,6-naphthyridin-3-yl)-6-methyl-N8-neopentylpyrido[3,4-d]pyrimidine-2,8-diamine C(C)OC1=NC=2CCN(CC2C=C1NC=1N=CC2=C(N1)C(=NC(=C2)C)NCC(C)(C)C)C